C(C(C)C)(=O)N([C@@H](CCCCN)C(=O)[O-])C(C(C)C)=O.C(C(C)C)(=O)N([C@@H](CCCCN)C(=O)[O-])C(C(C)C)=O.[Zn+2].CN1C(=CC=2C1=CN=C(C2)C2(CC2)C(=O)N)C2=CC1=C(NC=N1)C=C2C (1-methyl-2-(6-methyl-1H-benzo[d]imidazol-5-yl)-1H-pyrrolo[2,3-c]pyridin-5-yl)cyclopropanecarboxamide zinc di-(di-isobutyryl-lysinate)